C(\C=C/C(=O)O)(=O)OC methanol 1-maleate